ClC=1C=C(C=NC1N1N=CC=N1)NC(=O)[C@@H]1C[C@@](C2=C1C=NC=1N2N=C(C1)F)(C1=CC=NN1C)C cis-N-(5-chloro-6-(2H-1,2,3-triazol-2-yl)pyridin-3-yl)-2-fluoro-8-methyl-8-(1-methyl-1H-pyrazol-5-yl)-7,8-dihydro-6H-cyclopenta[e]pyrazolo[1,5-a]pyrimidine-6-carboxamide